C(CCCCCCC\C=C/CCCCCCCC)OC(C)COCCCCCCCC\C=C/CCCCCCCC 2,3-bis[(Z)-octadec-9-enoxy]Propan